FC1=CC(=C(C=C1)N1CN(C(C2=C(C=CC=C12)C(F)(F)F)=O)C1=CNC(C=C1)=O)C 1-(4-fluoro-2-methylphenyl)-3-(6-oxo-1,6-dihydropyridin-3-yl)-5-(trifluoromethyl)-2,3-dihydroquinazolin-4(1H)-one